CC1=CC=C(C(=O)OC[C@H]2O[C@@]([C@H]3[C@@H]2OC(O3)(C)C)(C=O)N3C(NC(C=C3)=O)=O)C=C1 [(3aR,4S,6R,6aR)-4-(2,4-dioxopyrimidin-1-yl)-4-formyl-2,2-dimethyl-6,6a-dihydro-3aH-furo[3,4-d][1,3]dioxol-6-yl]methyl 4-methylbenzoate